4,4,5,5-tetramethyl-2-{3H-spiro[2-benzofuran-1,1'-cyclobutan]-5-yl}-1,3,2-dioxaborolane CC1(OB(OC1(C)C)C1=CC2=C(C=C1)C1(CCC1)OC2)C